C(C)(C)(C)C1=NN(C=C1C#CC1=CC=CC=C1)C(=O)O tert-butyl-4-(2-phenylethynyl)-1H-pyrazole-1-carboxylic acid